(17β)-17,19-Dimethoxyandrost-5-en-3-one CO[C@@H]1[C@]2(C)[C@@H](CC1)[C@@H]1CC=C3CC(CC[C@]3(COC)[C@H]1CC2)=O